C[C@H]1O[C@H](CN(C1)C1=C2C=CC=NC2=C(C=C1)C)C(=O)NC1CCN(CC1)C (2R,6R)-6-methyl-N-(1-methyl-4-piperidyl)-4-(8-methyl-5-quinolyl)morpholine-2-carboxamide